COC(=O)C=1C(=CC=C2C1OCO2)C=2C(=CC=CC2)C(=O)OC methylenedioxybiphenyl-2,2'-dicarboxylic acid dimethyl ester